ClC=1C=CC(=C(C1)NC(=O)C=1SC=CC1)CCO N-(5-chloro-2-(2-hydroxyethyl)phenyl)thiophene-2-carboxamide